6-((((S)-1-(6-bromopyridin-3-yl)piperidin-3-yl)amino)methyl)-9,10-difluoro-3-methyl-2H-[1,4]oxazino[2,3,4-ij]quinolin-7(3H)-one BrC1=CC=C(C=N1)N1C[C@H](CCC1)NCC1=CN2C3=C(C(=C(C=C3C1=O)F)F)OCC2C